7-methoxy-1-{[(4R)-2-oxo-1,3-oxazolidin-4-yl]methoxy}isoquinoline-6-carboxamide COC1=C(C=C2C=CN=C(C2=C1)OC[C@H]1NC(OC1)=O)C(=O)N